C(C)(=O)O[C@@H]1[C@H](O[C@@H]([C@H]([C@@H]1OC(C)=O)OCC1=CC=CC=C1)CC(F)(F)P(=O)(OCC)OCC)OC1=CC=C(C=C1)[N+](=O)[O-] (2R,3S,4S,5R,6R)-5-(benzyloxy)-6-(2-(diethoxyphosphoryl)-2,2-difluoroethyl)-2-(4-nitrophenoxy)tetrahydro-2H-pyran-3,4-diyl diacetate